N-(6-chloro-4-methylbenzo[d]thiazol-2-yl)-4-cyano-N-(2-morpholinoethyl)benzamide hydrochloride Cl.ClC1=CC2=C(N=C(S2)N(C(C2=CC=C(C=C2)C#N)=O)CCN2CCOCC2)C(=C1)C